10-(4-chlorophenyl)-7,8-dihydropyrido[2',3':4,5]pyrrolo[1,2-a]pyrazin-9(6H)-one ClC1=CC=C(C=C1)C=1C2=C(N3C1C(NCC3)=O)C=CC=N2